4-(6-((4-chloro-1-(4-fluorophenyl)-1H-1,2,3-triazol-5-yl)methoxy)pyridazin-3-yl)piperazin-2-one ClC=1N=NN(C1COC1=CC=C(N=N1)N1CC(NCC1)=O)C1=CC=C(C=C1)F